methyl 5-[3-(tert-butoxycarbonylamino)cyclobutoxy]pyridine-2-carboxylate C(C)(C)(C)OC(=O)NC1CC(C1)OC=1C=CC(=NC1)C(=O)OC